N-(3'-(2-(2,6-diazaspiro[3.3]heptan-2-yl)pyridin-4-yl)-3-chloro-5'-fluoro-2'-hydroxy-[1,1'-biphenyl]-4-yl)acetamide C1N(CC12CNC2)C2=NC=CC(=C2)C=2C(=C(C=C(C2)F)C2=CC(=C(C=C2)NC(C)=O)Cl)O